4-methoxybenzo[d]thiazole-2-carboxylic acid methyl ester COC(=O)C=1SC2=C(N1)C(=CC=C2)OC